C(C)(=O)C1=NN(C2=C(C=C(C=C12)C=1C=NC(=NC1)C)C)CC(=O)N1[C@@H]2C[C@@]2(C[C@H]1C(=O)NC1=NC(=CC=C1C)Br)C(=O)N (1R,3S,5S)-2-(2-(3-acetyl-7-methyl-5-(2-methylpyrimidin-5-yl)-1H-indazol-1-yl)acetyl)-N3-(6-bromo-3-methylpyridin-2-yl)-2-azabicyclo[3.1.0]hexane-3,5-dicarboxamide